COC=1C=C(C=CC1OC)C1=CC=NC=2N1N=C(C2)C(=O)N2CCC1=CC=C(C=C21)C(=O)N2CCN(CC2)C (7-(3,4-dimethoxyphenyl)pyrazolo[1,5-a]pyrimidin-2-yl)(6-(4-methylpiperazine-1-carbonyl)indolin-1-yl)methanone